[3-(PYRIDIN-4-YLMETHOXY)PHENYL]BORANEDIOL N1=CC=C(C=C1)COC=1C=C(C=CC1)B(O)O